C(\C=C\C1=CC(OC)=C(O)C(OC)=C1)(=O)C(=O)[C@H](O)[C@H](O)[C@@H](O)[C@@H](O)C sinapoyl-rhamnose